2-amino-5-(2-isopropyl-5-(4-fluorophenyl)oxazol-5-yl)imidazo[4,5-b]pyridine-3-sulfonic acid dimethylamide methanesulfonate CS(=O)(=O)O.CN(S(=O)(=O)N1C(=NC=2C1=NC(=CC2)C2(C=NC(O2)C(C)C)C2=CC=C(C=C2)F)N)C